(2-(1-(3-aminopropyl)-2-methylpiperidin-3-yl)thieno[2,3-b]pyridin-4-yl)benzo[d]thiazol-5-amine NCCCN1C(C(CCC1)C1=CC=2C(=NC=CC2C=2SC3=C(N2)C=C(C=C3)N)S1)C